O(C1=CC=CC=C1)C=1C=C(CN2CCN(CC2)C(=O)N2N=C(C=C2)C(=O)O)C=CC1 (4-(3-phenoxybenzyl)piperazine-1-carbonyl)-1H-pyrazole-3-carboxylic acid